9H-fluoren-9-ylmethyl 3-ethyl-3-fluoro-4-oxopiperidine-1-carboxylate C(C)C1(CN(CCC1=O)C(=O)OCC1C2=CC=CC=C2C=2C=CC=CC12)F